pyrrolo[2,3-b]pyridine hydrochloride Cl.N1C=CC=2C1=NC=CC2